2-[3-(trifluoromethyl)-phenyl]propan-1-ol FC(C=1C=C(C=CC1)C(CO)C)(F)F